ClC1=C(C=C(C=C1)C(F)(F)F)B(O)O 2-CHLORO-5-(TRIFLUOROMETHYL)PHENYLBORONIC ACID